C(CC)NNC(=O)C1=CC=C(CNC(\C=C\C2=CC=NC=C2)=O)C=C1 (E)-N-(4-(2-propylhydrazine-1-carbonyl)benzyl)-3-(pyridin-4-yl)acrylamide